CC1=NOC(=C1C=1C=CC(=C(C1)N(C1=CC=C(C=C1)C1(CC1)C#N)CC1CCN(CC1)CC1=CC(=C(C=C1)C1C(NC(CC1)=O)=O)F)C)C 1-(4-((5-(3,5-dimethylisoxazol-4-yl)-2-methylphenyl)((1-(4-(2,6-dioxopiperidin-3-yl)-3-fluorobenzyl)piperidin-4-yl)methyl)amino)phenyl)cyclopropane-1-carbonitrile